(Z)-9,11-Dodecadienal C(CCCCCCC\C=C/C=C)=O